[O-]P([O-])(=O)OP(=O)([O-])[O-].[K+].[K+].[K+].[K+] Tetrakalium pyrophosphat